FC(C=1C2=C(NN1)C([C@H]1C2C1)(F)F)F (36S,4aR)-3-(difluoromethyl)-5,5-difluoro-3b,4,4a,5-tetrahydro-1H-cyclopropa[3,4]cyclopenta[1,2-c]pyrazol